C(CCCCCCCCCCCCCCCC)OC(CCCCCCCCCCCCCCCCCCCCCCCCCCC)=O.FC1=CC=C(C=C1)C=1N=C(N(C1I)C[C@H]1OCC1)CN1CCCCC1 1-((4-(4-fluorophenyl)-5-iodo-1-(((S)-oxetan-2-yl)methyl)-1H-imidazol-2-yl)methyl)piperidine heptadecan-1-yl-montanate